The molecule is the conjugate base of 2-dehydro-3-deoxy-D-galactonic acid; major species at pH 7.3. It is a conjugate base of a 2-dehydro-3-deoxy-D-galactonic acid. C([C@H]([C@@H](CO)O)O)C(=O)C(=O)[O-]